NC1=CC2=C(B(OC2)O)C=C1 5-aminobenzo[c][1,2]oxaborol-1(3H)-ol